4'-chloro-10'-(1-((1r,4r)-4-ethynylcyclohexane-1-carbonyl)piperidin-4-yl)-5'H-spiro[cyclohexane-1,7'-indolo[1,2-a]quinazolin]-5'-one ClC=1C=2C(N=C3N(C2C=CC1)C1=CC(=CC=C1C31CCCCC1)C1CCN(CC1)C(=O)C1CCC(CC1)C#C)=O